COC(=O)C1=NC(=CC(=C1)/C(/N)=N/O)C(F)(F)F (Z)-4-(N'-hydroxycarbamimidoyl)-6-(trifluoromethyl)pyridine-2-carboxylic acid methyl ester